2-(2-isobutoxyethoxy)ethanol C(C(C)C)OCCOCCO